(S)-(1-((1H-1,2,4-triazol-5-yl)sulfonyl)pyrrolidin-3-yl)(4-(7-methylquinolin-4-yl)piperazin-1-yl)methanone N1N=CN=C1S(=O)(=O)N1C[C@H](CC1)C(=O)N1CCN(CC1)C1=CC=NC2=CC(=CC=C12)C